methyl (S)-2-(2-(1H-pyrazol-1-yl)ethyl)-7-methyl-3-(2-(methylsulfonyl)ethyl)-3,7,8,9-tetrahydro-6H-imidazo[4,5-f]quinoline-6-carboxylate N1(N=CC=C1)CCC=1N(C=2C(=C3CC[C@@H](N(C3=CC2)C(=O)OC)C)N1)CCS(=O)(=O)C